1-(3-(4-chloro-2-methyl-2H-indazol-5-yl)-5-hydroxymethyl-1-(tetrahydro-2H-pyran-2-yl)-1H-pyrazolo[3,4-b]pyrazine-6-yl)-4-methyl-N-(1,5-naphthyridin-3-yl)piperidine-4-carboximidamide ClC=1C2=CN(N=C2C=CC1C1=NN(C2=NC(=C(N=C21)CO)N2CCC(CC2)(C(NC=2C=NC1=CC=CN=C1C2)=N)C)C2OCCCC2)C